N1-(2-dimethylamino-ethyl)-N1-methyl-4-nitro-N3-(4-nitro-phenyl)-benzene-1,3-diamine CN(CCN(C1=CC(=C(C=C1)[N+](=O)[O-])NC1=CC=C(C=C1)[N+](=O)[O-])C)C